FC=1C=C2CN(CC2=CC1)C(=O)NC1=CC=C(C=C1)C12CCC(CC1)(CC2)NCCN(C(OC(C)(C)C)=O)C tert-butyl (2-((4-(4-(5-fluoroisoindoline-2-carboxamido)phenyl)bicyclo[2.2.2]octan-1-yl)amino)ethyl)(methyl)carbamate